COCCCO[SiH2]CCNC(=O)N N-(3-methoxypropoxysilylethyl)urea